C(C)OC(=O)C=1NC2=C(C=CC(=C2C1)NC1=CC(=C(C=C1)F)Cl)OC 4-((3-chloro-4-fluorophenyl)amino)-7-methoxy-1H-indole-2-carboxylic acid ethyl ester